Z-3-fluoro-2-(4-methoxybenzyl)acrylamide hydrochloride Cl.F\C=C(/C(=O)N)\CC1=CC=C(C=C1)OC